N-(5-(difluoromethoxy)-1H-pyrazol-3-yl)-6-(piperidin-4-ylmethyl)pyrazin-2-amine FC(OC1=CC(=NN1)NC1=NC(=CN=C1)CC1CCNCC1)F